N-(4,5-Dimethoxy-2-((4-(2-(((1-methyl-1H-indazol-5-yl)methyl)((1-methyl-1H-indazol-6-yl)methyl)amino)ethyl)phenyl)carbamoyl)phenyl)-4-oxo-4H-chromene-2-carboxamide COC1=CC(=C(C=C1OC)NC(=O)C=1OC2=CC=CC=C2C(C1)=O)C(NC1=CC=C(C=C1)CCN(CC1=CC=C2C=NN(C2=C1)C)CC=1C=C2C=NN(C2=CC1)C)=O